FC=1C=C(CC=2C=C(C(=C3CCCC23)OC)C(=O)N[C@H]2CCOC[C@@H]2O)C=CC1C(NCCS(=O)(=O)C)=O 1,5-anhydro-2,3-dideoxy-3-(((7-(3-fluoro-4-((2-(methylsulfonyl)ethyl)-carbamoyl)benzyl)-4-methoxy-2,3-dihydro-1H-inden-5-yl)carbonyl)amino)-L-threo-pentitol